((2-(3-isobutyloxy-4-methoxyphenyl)oxazol-4-yl)methyl)pyridine-2,5-dicarboxamide C(C(C)C)OC=1C=C(C=CC1OC)C=1OC=C(N1)CC=1C(=NC=C(C1)C(=O)N)C(=O)N